COC(=O)C=1N(N=C(C1)C)CCO[Si](C)(C)C(C)(C)C.C(C1=CC=CC=C1)[C@@H]1N(C(OC1)=O)C(C[C@@](C)(C1=CC=CC=C1)O)=O (S)-4-benzyl-3-((S)-3-hydroxy-3-phenylbutyryl)oxazolidin-2-one methyl-2-[2-[tert-butyl-(dimethyl)silyl]oxyethyl]-5-methyl-pyrazole-3-carboxylate